N1C=C(C2=CC=CC=C12)CC(N(C([2H])([2H])[2H])C([2H])([2H])[2H])([2H])[2H] 2-(1H-indol-3-yl)-N,N-bis(methyl-d3)ethan-1-amine-1,1-d2